CC1=NOC(=C1C)C1=CC=C(S1)S(=O)(=O)N1CCN(CC1)C[C@H](C)NC1=NC=NC2=C(C=CC=C12)C(=O)N1[C@H](CCC1)C N-[(2S)-1-(4-{[5-(3,4-dimethyl-1,2-oxazol-5-yl)thiophen-2-yl]sulfonyl}piperazin-1-yl)propan-2-yl]-8-[(2S)-2-methylpyrrolidine-1-carbonyl]quinazolin-4-amine